(3R,4R)-3-((tert-butoxycarbonyl)oxy)-4-(3,4-dihydroisoquinolin-2(1H)-yl)piperidine-1-carboxylic acid tert-butyl ester C(C)(C)(C)OC(=O)N1C[C@H]([C@@H](CC1)N1CC2=CC=CC=C2CC1)OC(=O)OC(C)(C)C